C1(=CC=CC2=CC=CC=C12)N(C1=CC=2C3(C4=CC(=CC=C4C2C=C1)N(C1=CC=CC=C1)C1=CC=CC2=CC=CC=C12)C1=CC=CC=C1C=1C=CC=CC13)C1=CC=CC=C1 N,N'-Bis(naphthalen-1-yl)-N,N'-Bis(phenyl)-2,7-diamino-9,9-spirobifluorene